(5-Methoxy-3-(2-(2,2,2-trifluoroethoxy)-5-(trifluoromethyl)pyrimidin-4-yl)-1H-indole-7-yl)dimethyl-phosphine oxide COC=1C=C2C(=CNC2=C(C1)P(C)(C)=O)C1=NC(=NC=C1C(F)(F)F)OCC(F)(F)F